COC([C@@](CC1=CC=C(C=C1)OCC1=C(C=CC=C1F)Cl)(N)C)=O methyl-(2R)-2-amino-3-(4-[(2-chloro-6-fluorophenyl)methoxy]Phenyl)propionic acid methyl ester